3-hydroxy-2-(2,2,2-trifluoroacetyl)-1H-pyrido[3,2,1-kl]phenothiazin OC1=C(CN2C3=C1C=CC=C3SC=3C=CC=CC23)C(C(F)(F)F)=O